FC(C1=CC(=CS1)C(=O)NCC1=C(C=CC2=C1N(C(=N2)C)C)OC)F 5-(difluoromethyl)-N-((6-methoxy-1,2-dimethyl-1H-benzimidazol-7-yl)methyl)thiophene-3-carboxamide